N-(3-(3,6-difluoropyridin-2-yl)-1-((1r,4r)-4-ethoxycyclohexyl)-1H-pyrazol-4-yl)-2-(1-((3-morpholinopropyl)carbamoyl)-1H-pyrazol-4-yl)thiazole-4-carboxamide FC=1C(=NC(=CC1)F)C1=NN(C=C1NC(=O)C=1N=C(SC1)C=1C=NN(C1)C(NCCCN1CCOCC1)=O)C1CCC(CC1)OCC